(4-(Ethylsulfonyl)benzyl)-1-(2-fluoro-6-isopropoxybenzyl)-1H-indole-5-carboxamide C(C)S(=O)(=O)C1=CC=C(CC=2N(C3=CC=C(C=C3C2)C(=O)N)CC2=C(C=CC=C2OC(C)C)F)C=C1